NCCCCCC(C(=O)OCCCCCCCCCCC)NCCO undecyl 4-(3-aminopropyl)((2-hydroxyethyl)amino)butyrate